5-[3-(4-methyl-1,3-oxazol-5-yl)-1,2,4-oxadiazol-5-yl]-1-(propan-2-yl)-1H-1,2,3-benzotriazole CC=1N=COC1C1=NOC(=N1)C1=CC2=C(N(N=N2)C(C)C)C=C1